N-(2-Iodo-4-(perfluoropropan-2-yl)-6-(trifluoromethyl)phenyl)-3-(N-(cyclopropylmethyl)-4-iodobenzamido)-2-fluorobenzamid IC1=C(C(=CC(=C1)C(C(F)(F)F)(C(F)(F)F)F)C(F)(F)F)NC(C1=C(C(=CC=C1)N(C(C1=CC=C(C=C1)I)=O)CC1CC1)F)=O